NC1C2C(C3=C(N(C1=O)C([2H])([2H])[2H])C=CC(=C3)S(=O)(=O)C)C2 cis-2-amino-4-trideuteriomethyl-7-(methylsulfonyl)-1,1a,2,8b-tetrahydrobenzo[b]cyclopropa[d]azepin-3(4H)-one